NC1=NC=2N(C(C=NC2C(=N1)C=1OC(=CC1)C)=O)C=C1C(C=CC=C1)C#N ((2-amino-4-(5-methylfuran-2-yl)-7-oxopteridin-8(7H)-yl)methylene)benzeneNitrile